24-Methylenecholesterol C=C(C(C)C)CC[C@@H](C)[C@H]1CC[C@H]2[C@@H]3CC=C4C[C@@H](O)CC[C@]4(C)[C@H]3CC[C@]12C